N2-[(2-chloro-4-fluoro-phenyl)methyl]-6-(1H-indazol-6-yl)-1,3,5-triazine-2,4-diamine ClC1=C(C=CC(=C1)F)CNC1=NC(=NC(=N1)N)C1=CC=C2C=NNC2=C1